C1(=CC=CC=C1)C(C(=O)NC=1SC=CC1C(=O)NCC1=CC=CC=C1)CC (2-phenylbutyrylamino)-N-benzylthiophene-3-carboxamide